C(C)[C@@H]1N(CCCC1)C(C[C@@H](C(=O)N[C@@H](C)C1=NC2=C(N1)C=CC=C2F)NC(OCC2=CC=CC=C2)=O)=O Benzyl ((S)-4-((S)-2-Ethylpiperidin-1-yl)-1-(((S)-1-(4-fluoro-1H-benzo[d]imidazol-2-yl)ethyl)amino)-1,4-dioxobutan-2-yl)carbamate